7-(6-chloropyridin-2-yl)-6-fluoro-[1,2,4]triazolo[1,5-a]pyridin-2-amine ClC1=CC=CC(=N1)C1=CC=2N(C=C1F)N=C(N2)N